ethylene glycol di-n-pentyl ether C(CCCC)OCCOCCCCC